6-[6-(trifluoromethyl)pyridine-3-carbonyl]-2-azaspiro[3.3]heptane-2-carboxylic acid tert-butyl ester C(C)(C)(C)OC(=O)N1CC2(C1)CC(C2)C(=O)C=2C=NC(=CC2)C(F)(F)F